C=C1C(NC(C(N1)=O)=CC=1N=CN(C1C(C)C)CC1=C(C=CC=C1Cl)Cl)=O methylene-6-((5-isopropyl-1-(2,6-dichlorobenzyl)imidazol-4-yl)methylene)piperazine-2,5-dione